N[C@@H](C(=O)O)CSC1=C(C=C(C(=C1)F)F)N (2S)-2-amino-3-(2-amino-4,5-difluoro-phenyl)thio-propionic acid